6-amino-6'-fluoro-N-{(3S,4S)-4-[(4-{1-[1-(2-hydroxyethyl)piperidin-4-yl]-3,3-dimethyl-2,3-dihydro-1H-indol-5-yl}phenyl)methoxy]-1-methylpyrrolidin-3-yl}[3,3'-bipyridine]-5-carboxamide NC1=C(C=C(C=N1)C=1C=NC(=CC1)F)C(=O)N[C@H]1CN(C[C@@H]1OCC1=CC=C(C=C1)C=1C=C2C(CN(C2=CC1)C1CCN(CC1)CCO)(C)C)C